4-(1-(2-(tert-butoxy)-2-oxoethoxy)-2,2-difluoroethyl-7-(thiazol-2-yl)benzo[d]oxazol-2-yl)-3,6-diazabicyclo[3.1.1]heptane-6-carboxylate C(C)(C)(C)OC(COC(C(F)F)C1=CC=C(C2=C1N=C(O2)C2NCC1N(C2C1)C(=O)[O-])C=1SC=CN1)=O